[Cl-].C1=CC=2OP(OC3=C(C2C=2C=CC=CC12)C1=CC=CC=C1C=C3)=[NH2+] dinaphtho[2,1-d:1',2'-f][1,3,2]dioxaphosphepin-4-iminium Chloride